FC(C)(F)C1=CN=CC(=N1)NC1=CC(=NC=C1OCCOC)NC(C)=O N-(4-((6-(1,1-difluoroethyl)pyrazin-2-yl)amino)-5-(2-methoxyethoxy)pyridin-2-yl)acetamide